C(C)(=O)C1=CC2=C(C(=N1)C1CC1)CN(C2=O)C2=CC(=CC=C2)C2(COC2)CC2=NN=CN2C 6-acetyl-4-cyclopropyl-2-(3-{3-[(4-methyl-1,2,4-triazol-3-yl)methyl]oxetan-3-yl}phenyl)-3H-pyrrolo[3,4-c]pyridin-1-one